O1CCC(CC1)ON=C1CCC12C1C34CCN(C(C3(CC2)O)CC2=CC=C(C(=C24)O1)O)CC1CC1 3'-(cyclopropylmethyl)-4a',9'-dihydroxy-2',3',4',4a',5',6'-hexahydro-1'H,7a'H-spiro[cyclobutane-1,7'-[4,12]methanobenzofuro[3,2-e]isoquinolin]-2-one O-tetrahydro-2H-pyran-4-yloxime